N1(C=CC2=CC=CC=C12)C1=NC(=NC=C1)N (1H-indol-1-yl)pyrimidin-2-amine